CN(C(=O)[C@H]1CC[C@H]([C@@H](C1)NC(=O)C=1SC=2CN(CCC2N1)C)O)C N-[(1R,2R,5S)-5-(dimethylcarbamoyl)-2-hydroxycyclohexyl]-5-methyl-4,5,6,7-tetrahydrothiazolo[5,4-c]pyridine-2-carboxamide